6-(4-chlorophenyl)-2-(3-fluorophenyl)-N-[(2S)-1-hydroxy-4-methylpentan-2-yl]-3-oxo-2,3-dihydropyridazine-4-carboxamide ClC1=CC=C(C=C1)C=1C=C(C(N(N1)C1=CC(=CC=C1)F)=O)C(=O)N[C@H](CO)CC(C)C